fluoro-6-((5-methyl-1H-pyrazol-3-yl)amino)isonicotinic acid FC1=C(C(=O)O)C=C(N=C1)NC1=NNC(=C1)C